N-(1-methyl-3-(4-(methylamino)-6-(methylsulfanyl)pyridin-2-yl)-1H-pyrrolo[2,3-c]pyridin-5-yl)acetamide CN1C=C(C=2C1=CN=C(C2)NC(C)=O)C2=NC(=CC(=C2)NC)SC